B1COCO1 5,3-dioxaborolan